1-(4-(3-((4-Phenoxyphenyl)amino)-1,4,5,6,8-pentazaacenaphthylen-5(1H)-yl)piperidin-1-yl)prop-2-yn-1-one O(C1=CC=CC=C1)C1=CC=C(C=C1)NC=1C2=CNC=3N=CN=C(N(N1)C1CCN(CC1)C(C#C)=O)C32